bisdecyl-ammonium hydroxide [OH-].C(CCCCCCCCC)[NH2+]CCCCCCCCCC